ammonium hydroxyethyltrimethyldecanoate OCCC(C(=O)[O-])CCCCCCCC(C)(C)C.[NH4+]